6-bromo-4-chloro-8-methyl-pyrido[2,3-d]Pyrimidin-7-one BrC1=CC2=C(N=CN=C2Cl)N(C1=O)C